N-[4-(6-aminohexylcarbamoyl)-3-chloro-phenyl]-5-(2,3-difluoro-4-methoxyphenyl)-1-methyl-imidazole-2-carboxamide NCCCCCCNC(=O)C1=C(C=C(C=C1)NC(=O)C=1N(C(=CN1)C1=C(C(=C(C=C1)OC)F)F)C)Cl